C[C@@H]1N([C@@H](CN(C1)C1=NC(=NC=C1)C1=CN=C2N1C=C(C=C2)C(F)(F)F)C)C(CC2CCOCC2)=O 1-(cis-2,6-dimethyl-4-(2-(6-(trifluoromethyl)imidazo[1,2-a]pyridin-3-yl)pyrimidin-4-yl)piperazin-1-yl)-2-(tetrahydro-2H-pyran-4-yl)ethan-1-one